O1C=CC=2C1=CC=CC2OC2=CC(=C(C(=O)O)C=C2)Cl 4-(benzofuran-4-oxy)-2-chlorobenzoic acid